FC(C(=O)OI1OC(C2=C1C=CC=C2)=O)(F)F 3-oxo-1λ3-benzo[d][1,2]iodaoxol-1(3H)-yl 2,2,2-trifluoroacetate